C1(CC1)C=1C=C2C=C(NC2=CC1OCC1=NOC=C1)CNC(=O)C1(CC1)C N-((5-cyclopropyl-6-(isoxazol-3-ylmethoxy)-1H-indol-2-yl)methyl)-1-methylcyclopropane-1-carboxamide